(2S,3R)-1-benzhydryl-2-methylazetidin-3-ylmethanesulfonate C(C1=CC=CC=C1)(C1=CC=CC=C1)N1[C@H]([C@@H](C1)CS(=O)(=O)[O-])C